8-methoxy-7-[(3S)-oxolan-3-yloxy]-N-[(1R)-1-[3-(trifluoromethyl)phenyl]ethyl]imidazo[1,5-a]quinazolin-5-amine COC1=C(C=C2C(=NC=3N(C2=C1)C=NC3)N[C@H](C)C3=CC(=CC=C3)C(F)(F)F)O[C@@H]3COCC3